α-methyl-β-propiolactone CC1C(=O)OC1